2-(2-aminoethyl)-aminoethyltriisopropoxysilane NCCC(C[Si](OC(C)C)(OC(C)C)OC(C)C)N